cyclobutyl (R)-(5-(5-(difluoromethyl)-1,2,4-oxadiazol-3-yl)-2,3-dihydro-1H-inden-1-yl)carbamate FC(C1=NC(=NO1)C=1C=C2CC[C@H](C2=CC1)NC(OC1CCC1)=O)F